C12(CCC3=CC=CC=C13)C(C2)B2OC(C(O2)(C)C)(C)C 2-(2',3'-dihydrospiro[cyclopropane-1,1'-inden]-2-yl)-4,4,5,5-tetramethyl-1,3,2-dioxaborolane